COC=1C=C(C=CC1)C(CC)=O M-methoxypropiophenone